C(CCCCCC)OC(CCCCCCCCCC\C=C/CCO)OCCCCCCC (3Z)-15,15-diheptyloxy-3-pentadecen-1-ol